(R)-1-tert-butyl 2-methyl 4-((R)-5-(benzyloxy)-3,3-dimethyl-5-oxo-4-((phenoxycarbonyl)amino)pentyl)piperazine-1,2-dicarboxylate C(C1=CC=CC=C1)OC([C@@H](C(CCN1C[C@@H](N(CC1)C(=O)OC(C)(C)C)C(=O)OC)(C)C)NC(=O)OC1=CC=CC=C1)=O